[Co](O)O.[Cu].C(C(C(C(C(C(C(C(C(C(C(C(C)([2H])[2H])([2H])[2H])([2H])[2H])([2H])[2H])([2H])[2H])([2H])[2H])([2H])[2H])([2H])[2H])([2H])[2H])([2H])[2H])([2H])[2H])([2H])([2H])[2H] Tridecane-d25 copper-cobalt hydroxide